4-Fluoro-N3,N3-bis(4-methoxybenzyl)-N1-methylbenzene-1,3-diamine FC1=C(C=C(C=C1)NC)N(CC1=CC=C(C=C1)OC)CC1=CC=C(C=C1)OC